ClC1=C(C=C(C=C1)F)C1=CC=C(N=N1)NC1C[C@@H]2[C@@H](CN(C2)C2CC(OC(C2)(C)C)(C)C)C1 (3aR,5s,6aS)-N-(6-(2-chloro-5-fluorophenyl)pyridazin-3-yl)-2-(2,2,6,6-tetramethyltetrahydro-2H-pyran-4-yl)octahydrocyclopenta[c]pyrrol-5-amine